N-(2-chloropyrimidin-4-yl)-N-(4-methoxybenzyl)cyclopropanesulfonamide ClC1=NC=CC(=N1)N(S(=O)(=O)C1CC1)CC1=CC=C(C=C1)OC